bis(tri-n-butylammonium) pyrophosphate [O-]P([O-])(=O)OP(=O)(O)O.C(CCC)[NH+](CCCC)CCCC.C(CCC)[NH+](CCCC)CCCC